4-(2-(7,8-dimethylimidazo[1,2-a]pyridin-6-yl)-3-isopropyl-1H-indol-5-yl)piperidine-1-carboxylic acid tert-butyl ester C(C)(C)(C)OC(=O)N1CCC(CC1)C=1C=C2C(=C(NC2=CC1)C=1C(=C(C=2N(C1)C=CN2)C)C)C(C)C